[NH4+].C=CC1=CC=C(C=C1)S(=O)(=O)[NH-] (4-styrenesulfonamide) ammonium salt